2-[[4-[3-Oxo-1-piperazinyl]-6-[[(4-(iso-propylsulfonylamino)phenyl)methyl]amino]-2-pyrimidinyl]amino]-4-methyl-5-thiazolecarboxylic acid, ethyl ester O=C1CN(CCN1)C1=NC(=NC(=C1)NCC1=CC=C(C=C1)NS(=O)(=O)C(C)C)NC=1SC(=C(N1)C)C(=O)OCC